C(C)OC(OCC)[SiH2]C=1OC(=CC1)C 2-(diethoxymethylsilyl)-5-methylfuran